leucyl-N6-isopropyl-L-lysyl-L-prolyl-D-alaninamide N[C@@H](CC(C)C)C(=O)N[C@@H](CCCCNC(C)C)C(=O)N1[C@@H](CCC1)C(=O)N[C@H](C)C(=O)N